CC(CC(=O)N1CCCC2=CC(=CC=C12)CNC(C1=CC=C(C=C1)C(F)(F)F)=O)C N-{[1-(3-Methylbutanoyl)-1,2,3,4-tetrahydrochinolin-6-yl]methyl}-4-(trifluoromethyl)benzamid